COC1=CC=C(C=C1N)NCCO 6-methoxy-1-amino-3-[(beta-hydroxyethyl)amino]-benzene